methyl quinazoline-4,6-dicarbamate N1=CN=C(C2=CC(=CC=C12)NC(=O)[O-])NC(=O)OC